BrC1=CC2=C(N=C(N=C2N[C@H](C)C2=C(C(=CC=C2)C(F)F)F)C)N(C1=O)C (R)-6-bromo-4-((1-(3-(difluoromethyl)-2-fluorophenyl)ethyl)amino)-2,8-dimethylpyrido[2,3-d]pyrimidin-7(8H)-one